NC1=C2N=CN(C2=NC=N1)C[C@@H](C)OCP(OCCCSCCCCCCCCCCCC#C[Si]1(CCC1)C)(O)=O 3-((13-(1-methylsiletan-1-yl)tridec-12-yn-1-yl)thio)propyl hydrogen ((((R)-1-(6-amino-9H-purin-9-yl)propan-2-yl)oxy)methyl)phosphonate